C(C1=CC=CC=C1)OC=1C=CC(=C2C=CC(NC12)=O)[C@H](CBr)O[Si](C)(C)C(C)(C)C 8-benzyloxy-5-((R)-2-bromo-1-(tert-butyldimethylsilyl)oxy-ethyl)-1H-quinolin-2-one